FC(C=1C=C(C=CC1)C1(CC1)N)(F)F 1-(3-(trifluoromethyl)phenyl)cyclopropan-1-amine